rac-6-((1S*,2S*)-2-(4-methylpyrimidin-2-yl)cyclopropyl)quinolin-3-amine CC1=NC(=NC=C1)[C@@H]1[C@H](C1)C=1C=C2C=C(C=NC2=CC1)N |r|